ClC=1C=C(C=CC1)C1(CC1)NC1=NC2=C(N1)C=CC=C2CN2C(OC=C2)=N N-[1-(3-chlorophenyl)cyclopropyl]-4-[(2-imino-2,3-dihydro-1,3-oxazol-3-yl)methyl]-1H-1,3-benzodiazol-2-amine